1-(tert-butoxycarbonyl)-3-bromomethylpyrrolidine C(C)(C)(C)OC(=O)N1CC(CC1)CBr